N-(2-hydroxycyclopentyl)-3-oxo-2-(pyridin-3-yl)-6-[4-(trifluoromethyl)phenyl]-2,3-dihydropyridazine-4-carboxamide OC1C(CCC1)NC(=O)C=1C(N(N=C(C1)C1=CC=C(C=C1)C(F)(F)F)C=1C=NC=CC1)=O